C(C)C1=C(C=CC=C1)C1=CC(=C(C=C1)C1CN(CC1)C(=O)C1=NC=CC=C1)CO (3-(2'-ethyl-3-(hydroxymethyl)biphenyl-4-yl)pyrrolidin-1-yl)(pyridin-2-yl)methanone